6-[4-(3-cyanophenoxy)piperidin-1-yl]-N-(isothiazol-4-ylmethyl)-5-methylpyridazine-3-carboxamide C(#N)C=1C=C(OC2CCN(CC2)C2=C(C=C(N=N2)C(=O)NCC=2C=NSC2)C)C=CC1